C12CC(CC(CC1)N2)CN2CC1=CC(=CC(=C1CC2CC)F)C(=O)[O-] 2-(8-azabicyclo[3.2.1]octan-3-ylmethyl)-3-ethyl-5-fluoro-3,4-dihydro-1H-isoquinoline-7-carboxylate